BrC=1C=C(OC2CNC2)C=CC1C(F)(F)F 3-[3-Bromo-4-(trifluoromethyl)phenoxy]azetidine